C1(=CC=CC=C1)C(C(=O)OCC)=C ethyl phenylpropenoate